8-benzoyl-2-(2-chloro-6-fluorobenzyl)-2,8-diazaspiro[4.5]decan-1-one C(C1=CC=CC=C1)(=O)N1CCC2(CCN(C2=O)CC2=C(C=CC=C2F)Cl)CC1